BrC(C)C1=NNC(C(=C1)C(F)(F)F)=O 3-(1-Bromoethyl)-5-(trifluoromethyl)-1H-pyridazin-6-one